ClC1=NC(=C2N(C=NC2=N1)C1OCCCC1)OCC1=CC=C(C=C1)N1N=C(C=C1OC)C(F)(F)F 2-chloro-6-[[4-[5-methoxy-3-(trifluoromethyl)pyrazol-1-yl]phenyl]methoxy]-7-tetrahydropyran-2-yl-purine